tert-butyl 1,4,5,7-tetrahydro-6H-pyrazolo[3,4-c]pyridine-6-carboxylate N1N=CC2=C1CN(CC2)C(=O)OC(C)(C)C